methyl (4S,5R)-3-benzyl-5-methyl-2-oxooxazolidine-4-carboxylate C(C1=CC=CC=C1)N1C(O[C@@H]([C@H]1C(=O)OC)C)=O